C(OC1=C(C=C(C=C1OC)\C=C/1\C(=C(C2=CC(=CC=C12)F)CC(NCC=1C=NC=CC1)=O)C)OC)(OC1=CC=C(C=C1)[N+](=O)[O-])=O (Z)-4-((5-fluoro-2-methyl-3-(2-oxo-2-((pyridin-3-ylmethyl)amino)ethyl)-1H-inden-1-ylidene)methyl)-2,6-dimethoxyphenyl (4-nitrophenyl) carbonate